CS(=O)(=O)OCC1CC(C1)O[Si](C)(C)C(C)(C)C (3-((tert-Butyldimethylsilyl)oxy)cyclobutyl)methyl methanesulfonate